1-[2-(pyridin-2-yl)phenyl]methanamine N1=C(C=CC=C1)C1=C(C=CC=C1)CN